C(C)(=O)O[Si](OC)(OC)OC(C)=O diacetoxydimethoxysilane